N1=C(N=C2N1C1=C(C=NC2)C=CC=C1)C(=O)N 4H-[1,2,4]triazolo[1,5-a][1,4]benzodiazepine-2-Carboxamide